1-methyl-3-(2-methyl-5-(trifluoromethoxy)phenyl)-1-(2-(pyrazolo[1,5-a]pyrazine-3-carbonyl)-2-azaspiro[3.3]heptan-6-yl)urea CN(C(=O)NC1=C(C=CC(=C1)OC(F)(F)F)C)C1CC2(CN(C2)C(=O)C=2C=NN3C2C=NC=C3)C1